NC=1C=2N(C3=CC(=C(C=C3N1)F)C(=O)N(C)[C@@H]1COC3=C1C=CC(=C3)OC(F)F)C=NC2 (S)-4-amino-N-(6-(difluoromethoxy)-2,3-dihydrobenzofuran-3-yl)-7-fluoro-N-methylimidazo[1,5-a]quinoxaline-8-carboxamide